1-((R)-2,2,2-trifluoro-1-((R or S)-3-(2-(5-fluorothiophen-2-yl)ethyl)-1-(2-(6-methylpyridin-3-yl)propan-2-yl)pyrrolidin-3-yl)ethyl)urea FC([C@@H]([C@]1(CN(CC1)C(C)(C)C=1C=NC(=CC1)C)CCC=1SC(=CC1)F)NC(=O)N)(F)F |o1:3|